6-chloro-4-oxo-4H-chromene-2-carboxylic acid ClC=1C=C2C(C=C(OC2=CC1)C(=O)O)=O